ClC=1C=CC(=C(C1)C1=CC(=C(N=N1)OCC12OCC(CO1)(CO2)C)N)F 6-(5-chloro-2-fluorophenyl)-3-({4-methyl-2,6,7-trioxabicyclo[2.2.2]oct-1-yl}methoxy)pyridazin-4-amine